5-chloro-2-methyl-[1,3]oxazolo[5,4-b]pyridine ClC1=CC=C2C(=N1)OC(=N2)C